O=C1[C@@]2(C=3C(=NC=CC3)N1)CC=1C(=NC=C(C1)C(=O)OC)C2 methyl (S)-2'-oxo-1',2',5,7-tetrahydrospiro[cyclopenta[b]pyridine-6,3'-pyrrolo[2,3-b]pyridine]-3-carboxylate